N1CCC(CC1)CN1CC2=CC=C(C=C2C1)N1N=C(C=2C1=NC(=NC2)N)N (2-(piperidin-4-ylmethyl)isoindolin-5-yl)-1H-pyrazolo[3,4-d]pyrimidine-3,6-diamine